Cl.N[C@@H](C)C(=O)N1[C@@H](CCC1)C(=O)N l-alanyl-l-proline amide, hydrochloride